(5-(trifluoromethyl)-2,4'-bipyrimidin-6'-yl)methylamine hydrochloride Cl.FC(C=1C=NC(=NC1)C1=NC=NC(=C1)CN)(F)F